7-(4-(4-(benzo[b]thiophen-4-yl)piperazin-1-yl)butoxy)-1-tridecanoylquinolin-2(1H)-one S1C2=C(C=C1)C(=CC=C2)N2CCN(CC2)CCCCOC2=CC=C1C=CC(N(C1=C2)C(CCCCCCCCCCCC)=O)=O